C(#N)C1=NC2=CC(=CC(=C2N=C1N1CC=2C(C1)=CSC2)[C@@H](C)NC2=C(C(=O)O)C=CC=C2)C (R)-2-((1-(2-cyano-7-methyl-3-(4H-thieno[3,4-c]pyrrol-5(6H)-yl)quinoxalin-5-yl)ethyl)amino)benzoic acid